4,4-Dimethylpiperidin CC1(CCNCC1)C